1-o-methylphenyl-4-phenyl-1H-1,2,3-triazole CC1=C(C=CC=C1)N1N=NC(=C1)C1=CC=CC=C1